COC(CC1=C(C=C(C=C1C)C#N)C)=O 2-(4-Cyano-2,6-dimethylphenyl)acetic acid methyl ester